N-methyl-5-(1-methylimidazol-4-yl)-6-[[4-(trifluoromethyl)phenyl]methylamino]pyridine-3-sulfonamide CNS(=O)(=O)C=1C=NC(=C(C1)C=1N=CN(C1)C)NCC1=CC=C(C=C1)C(F)(F)F